3-[[4-[(2R)-2-Amino-3-[1-(trifluoromethyl)cyclopropyl]propoxy]-6-(2,6-dimethylphenyl)pyrimidin-2-yl]sulfamoyl]benzoic acid N[C@@H](COC1=NC(=NC(=C1)C1=C(C=CC=C1C)C)NS(=O)(=O)C=1C=C(C(=O)O)C=CC1)CC1(CC1)C(F)(F)F